C(CCCCCCCCCCCCCC)(=O)N[C@H](C)C(=O)O pentadecanoyl-D-alanine